1-(6-(((5-Bromo-7-((2-(trimethylsilyl)ethoxy)methyl)-7H-pyrrolo[2,3-d]pyrimidin-4-yl)amino)methyl)pyridin-2-yl)azetidin-3-ol BrC1=CN(C=2N=CN=C(C21)NCC2=CC=CC(=N2)N2CC(C2)O)COCC[Si](C)(C)C